7-chloro-5-(2-chlorophenyl)-1H-1,4-benzodiazepin-2(3H)-one ClC=1C=CC2=C(C(=NCC(N2)=O)C2=C(C=CC=C2)Cl)C1